C(N)(=O)C1=CC=C(C=C1)B(O)O p-carbamoyl-phenylboronic acid